5-[[2-[6-(3-cyclopropyl-1H-1,2,4-triazol-5-yl)-2-azaspiro[3.3]heptane-2-carbonyl]-2-azaspiro[3.3]heptan-6-yl]oxy]-2-(trifluoromethyl)benzonitrile C1(CC1)C1=NNC(=N1)C1CC2(CN(C2)C(=O)N2CC3(C2)CC(C3)OC=3C=CC(=C(C#N)C3)C(F)(F)F)C1